diazabicyclo[3.3.1]nonane-1,5-dicarboxylate C12(NNCC(CCC1)(C2)C(=O)[O-])C(=O)[O-]